2-[3-({4-[(3S)-2-azabicyclo[2.2.2]octane-3-carbonyl]-1,4-diazepan-1-yl}methyl)-1H-pyrrolo[2,3-c]pyridin-1-yl]-5-fluoro-N-methyl-N-(propan-2-yl)benzamide C12N[C@@H](C(CC1)CC2)C(=O)N2CCN(CCC2)CC2=CN(C1=CN=CC=C12)C1=C(C(=O)N(C(C)C)C)C=C(C=C1)F